2,6-dimethoxy-N-(4-methoxy-6-((3-(vinylsulfonylaminomethyl)-1H-pyrazol-1-yl)methyl)benzo[d]isoxazol-3-yl)benzenesulfonamide COC1=C(C(=CC=C1)OC)S(=O)(=O)NC1=NOC2=C1C(=CC(=C2)CN2N=C(C=C2)CNS(=O)(=O)C=C)OC